C1(CCCCC1)SC=1N(C(C2=C(N1)N(N=C2)C)=O)C2=CC=CC=C2 6-(cyclohexylthio)-1-methyl-5-phenyl-1H-pyrazolo[3,4-d]pyrimidin-4(5H)-one